C(C1=CC=CC=C1)SC1=C(C(=O)NNC(C(F)F)=O)C=CC(=C1)[N+](=O)[O-] 2-(benzylsulfanyl)-N'-(Difluoroacetyl)-4-nitrobenzhydrazide